OC1=CC=C(C=C1)[C@@H](C)NC(OC(C)(C)C)=O (R)-tert-butyl (1-(4-hydroxyphenyl)ethyl)carbamate